BrC1=CN=C2CC(CN(C2=C1C)C(=O)OC(C)(C)C)CO tert-Butyl 7-bromo-3-(hydroxymethyl)-8-methyl-3,4-dihydro-1,5-naphthyridine-1(2H)-carboxylate